3-((1R)-1-((6-(1-acetyl-3-(fluoromethyl)pyrrolidin-3-yl)-8-methoxy-2-methyl-7-Oxo-6,7-dihydropyrido[4,3-d]pyrimidin-4-yl)amino)ethyl)-2-methylbenzonitrile C(C)(=O)N1CC(CC1)(CF)N1C=C2C(N=C(N=C2N[C@H](C)C=2C(=C(C#N)C=CC2)C)C)=C(C1=O)OC